tert-butyl N-[1-[5-[5-[(1R)-1-(3,5-dichloro-4-pyridyl)ethoxy]-1-tetrahydropyran-2-yl-indazol-3-yl]-3-fluoro-2-pyridyl]-3-(hydroxymethyl)azetidin-3-yl]carbamate ClC=1C=NC=C(C1[C@@H](C)OC=1C=C2C(=NN(C2=CC1)C1OCCCC1)C=1C=C(C(=NC1)N1CC(C1)(CO)NC(OC(C)(C)C)=O)F)Cl